COC=1C=C(C(=O)NNC(=O)NC2=CC=CC3=CC=CC=C23)C=C(C1)OC 2-(3,5-dimethoxybenzoyl)-N-(naphthalen-1-yl)hydrazine-1-carboxamide